C(C)C1=C(N=C2C(=N1)C(=NC=C2C2=CC(=C(C=C2)N2CCC(CC2)N2CC1CCC(C2)N1C)OC)N)NC1CCOCC1 3-Ethyl-8-(3-methoxy-4-(4-(8-methyl-3,8-diazabicyclo[3.2.1]oct-3-yl)piperidine-1-yl)phenyl)-N2-(tetrahydro-2H-pyran-4-yl)pyrido[3,4-b]pyrazine-2,5-diamine